acetic acid-(5R)-1-(2,6-difluorophenyl)-5-[(1R,3aS,3bS,5aR,6R,7S,9aR,9bS,11aR)-6,7-Dihydroxy-9a,11a-dimethylhexadecahydro-1H-cyclopenta[1,2-a]phenanthrene-1-yl]hexyl ester FC1=C(C(=CC=C1)F)C(CCC[C@@H](C)[C@H]1CC[C@@H]2[C@@]1(CC[C@@H]1[C@]3(CC[C@@H]([C@@H]([C@@H]3CC[C@@H]21)O)O)C)C)OC(C)=O